di-tert-butyl ((4S)-5-(3-(4-cyanophenyl)-5-fluoro-1H-indole-2-carboxamido)-2-hydroxypentane-1,4-diyl)dicarbamate C(#N)C1=CC=C(C=C1)C1=C(NC2=CC=C(C=C12)F)C(=O)NC[C@H](CC(CNC(OC(C)(C)C)=O)O)NC(OC(C)(C)C)=O